(2-dodecylthiocarbonylthio)-2-methylpropionate CC(CCCCCCCCCC)C(=S)SC(C(=O)[O-])(C)C